O=C1NC2=C(C(=N[C@@H]1NC(=O)C=1C(=NN3C1N=CC=C3)C=3C=NC(=CC3)NC(C)C)C3=CC=CC=C3)C=CC=C2 N-[(3S)-2-oxo-5-phenyl-1,3-dihydro-1,4-benzodiazepin-3-yl]-2-[6-(propan-2-ylamino)pyridin-3-yl]pyrazolo[1,5-a]pyrimidine-3-carboxamide